iridium carbon [C].[Ir]